C1(=CC=CC=C1)N1C2=C(SCC1)C=CC(=C2)CN (4-phenyl-3,4-dihydro-2H-benzo[b][1,4]thiazin-6-yl)methylamine